[N+](=O)([O-])C1=CC=2C(C(C=3C=C(C=C4C(C(C(=C1)C2C43)=O)=O)[N+](=O)[O-])=O)=O 2,7-dinitro-pyrene-4,5,9,10-tetraone